2-(2,6-dioxopiperidin-3-yl)-4-((4-(4-(4-((5-(4-(methylsulfonyl)phenyl)-[1,2,4]triazolo[1,5-a]pyridin-2-yl)amino)phenyl)piperazin-1-yl)-4-oxobutyl)amino)isoindoline-1,3-dione O=C1NC(CCC1N1C(C2=CC=CC(=C2C1=O)NCCCC(=O)N1CCN(CC1)C1=CC=C(C=C1)NC1=NN2C(C=CC=C2C2=CC=C(C=C2)S(=O)(=O)C)=N1)=O)=O